2-methyl-1-oxo-1,2,3,4-Tetrahydroisoquinoline CN1C(C2=CC=CC=C2CC1)=O